N-(5-(5-acetamido-1H-pyrazol-1-yl)-1,3,4-thiadiazol-2-yl)-4-(2,6-dimethoxyphenyl)-3-(3-hydroxypropoxy)-2-oxo-2H-pyran-6-carboxamide C(C)(=O)NC1=CC=NN1C1=NN=C(S1)NC(=O)C1=CC(=C(C(O1)=O)OCCCO)C1=C(C=CC=C1OC)OC